3,6-diamino-5-(piperazin-1-yl)-2,3-dihydro-1,4-benzodioxine NC1OC2=C(OC1)C=CC(=C2N2CCNCC2)N